methyl (S)-(7-acetamido-1,2,3-trimethoxy-9-oxo-5,6,7,9-tetrahydrobenzo[a]heptalen-10-yl)methylcarbamate C(C)(=O)N[C@H]1CCC2=C(C3=CC=C(C(C=C13)=O)CNC(OC)=O)C(=C(C(=C2)OC)OC)OC